C1=NC=CC=2NC=3C=C(C=CC3C21)CCC(=O)NCCCCCCCCC(=O)NCC=2C=CC=1N(C3=CC=CC=C3OC1C2)CCCNS(=O)(=O)C2=CC=C(C=C2)OC(F)(F)F 9-(3-(5H-pyrido[4,3-b]indol-7-yl)propanamido)-N-((10-(3-((4-(trifluoromethoxy)phenyl)sulfonamido)propyl)-10H-phenoxazin-3-yl)methyl)nonanamide